tetranonyl-ascorbate C(CCCCCCCC)C([C@@]([C@@]1(C(=C(C(=O)O1)O)[O-])CCCCCCCCC)(O)CCCCCCCCC)(O)CCCCCCCCC